CS(=O)(=O)C1=NC=CC(=C1)C(=O)N1CC2=CC(=CC=C2CC1)OC1=CC=C(C=C1)C(F)(F)F (2-(methylsulfonyl)pyridin-4-yl)(7-(4-(trifluoro-methyl)phenoxy)-3,4-dihydroisoquinolin-2(1H)-yl)methanone